C(CCC)OC(=O)N1CCC=C(C1)B1OC(C(O1)(C)C)(C)C butyl-5-(4,4,5,5-tetramethyl-1,3,2-dioxaborolan-2-yl)-3,6-dihydropyridine-1(2H)-carboxylate